N1=CN=CC2=C1NC=C2C2=CC1=C(C(NCCO1)=O)C=C2 8-(7H-pyrrolo[2,3-d]pyrimidin-5-yl)-3,4-dihydrobenzo[f][1,4]oxazepin-5(2H)-one